4-(5-bromo-2-(4,5-dihydro-1H-imidazol-2-yl)phenoxy)butyronitrile BrC=1C=CC(=C(OCCCC#N)C1)C=1NCCN1